3-tert-butyl-4-[[5-(8-oxo-7H-purin-9-yl)-2-pyridyl]oxy]benzonitrile C(C)(C)(C)C=1C=C(C#N)C=CC1OC1=NC=C(C=C1)N1C2=NC=NC=C2NC1=O